[(2S,6R)-6-(5-methyl-2,4-dioxo-pyrimidin-1-yl)-2-(triisopropylsilyloxymethyl)-1,4-dioxan-2-yl]methyl benzoate C(C1=CC=CC=C1)(=O)OC[C@]1(O[C@H](COC1)N1C(NC(C(=C1)C)=O)=O)CO[Si](C(C)C)(C(C)C)C(C)C